methyl 5-methylsulfanylpyridine-3-carboxylate CSC=1C=C(C=NC1)C(=O)OC